ClC1=CC(N(C=2N=C(N=CC21)C(F)(F)F)C2=C(C=CC=C2)Cl)=O 5-chloro-8-(2-chlorophenyl)-2-(trifluoromethyl)pyrido[2,3-d]pyrimidin-7(8H)-one